FC1=C(C=CC=C1)CN1C=NC(=C1)C=1C=C(C=CC1NC1=NC=C(C=C1)C(F)(F)F)S(=O)(=O)N(C)CC1=CC=C(C=C1)OC 3-[1-[(2-fluorophenyl)methyl]imidazol-4-yl]-N-[(4-methoxyphenyl)methyl]-N-methyl-4-[[5-(trifluoromethyl)-2-pyridyl]amino]benzenesulfonamide